methyl 3-(((2-aminophenyl) thio) methyl)-6-bromo-2-fluorobenzoate NC1=C(C=CC=C1)SCC=1C(=C(C(=O)OC)C(=CC1)Br)F